CC=1N=NN(N1)CC1=C(C=CC(=C1)C(F)(F)F)CCC(=O)N1CCN(CC1)C1=CC=C(C=C1)S(=O)(=O)N 4-[4-[3-[2-[(5-methyltetrazol-2-yl)methyl]-4-(trifluoromethyl)phenyl]-propanoyl]piperazin-1-yl]benzenesulfonamide